γ-methyl-ε-caprolactone CC1CCC(=O)OCC1